ClC1=NC(=C(C=C1C#N)C#N)Cl 2,6-dichloropyridine-3,5-dinitrile